CN1N=C(C(=C1)C1=C(C=CC(=C1)F)C=1N=C2N(C=CC(=C2)C(=O)OC)C1)C methyl 2-(2-(1,3-dimethyl-1H-pyrazol-4-yl)-4-fluorophenyl)imidazo[1,2-a]pyridine-7-carboxylate